[N+](=O)([O-])C1=C(C=CC=C1)N1CCN(CC1)C(=O)C1=NNC(C2=CC=CC=C12)=O 4-[[4-(2-nitrophenyl)-1-piperazinyl]carbonyl]-1(2H)-phthalazinone